3-methoxy-10-(trifluoromethyl)-3,4-dihydro-2H,6H-[1,4]thiazepino[2,3,4-ij]quinazolin-6-one COC1CN2C(N=CC3=CC(=CC(=C23)SC1)C(F)(F)F)=O